4-(6-(4-((6-methoxypyridin-2-yl)methyl)piperazin-1-yl)pyridin-3-yl)-6-(1-methyl-1H-pyrazol-4-yl)pyrazolo[1,5-a]pyrazine-3-carbonitrile COC1=CC=CC(=N1)CN1CCN(CC1)C1=CC=C(C=N1)C=1C=2N(C=C(N1)C=1C=NN(C1)C)N=CC2C#N